ClC1=NC=CC=2C3=C(N=CC12)NC=C3C3=CC=NC=C3 6-chloro-1-(pyridin-4-yl)-3H-pyrrolo[2,3-c][2,7]naphthyridine